CC1=CC=C(C=C1)S(=O)(=O)ON=C(C(C)=O)C 3-(4-toluenesulfonyloxy)iminobutan-2-one